C(C)(C)(C)C1=CN=C(O1)CSC1=CN=C(S1)NC(=O)C1CCN(CC1)CC(=O)NCCOCCNC(OC(C)(C)C)=O tert-butyl (2-(2-(2-(4-((5-(((5-(tert-butyl)oxazol-2-yl)methyl) thio)thiazol-2-yl)carbamoyl)piperidin-1-yl)acetamido)ethoxy)ethyl)carbamate